(S)-tert-butyl 3-(cyanomethyl)-4-(vinylsulfonyl)piperazine-1-carboxylate C(#N)C[C@H]1CN(CCN1S(=O)(=O)C=C)C(=O)OC(C)(C)C